ethyl 2-amino-5-bromonicotinate NC1=C(C(=O)OCC)C=C(C=N1)Br